COC(=O)[C@H]1N(CC(C1)=C)C(C1=C(C=C(C(=C1)OC)OCC1=CC=CC=C1)[N+](=O)[O-])=O (S)-1-(4-(benzyloxy)-5-methoxy-2-nitrobenzoyl)-4-methylenepyrrolidine-2-carboxylic acid methyl ester